4-(3,5-dimethyl-1-{[2-(trimethylsilyl)ethoxy]methyl}-1H-pyrazol-4-yl)-6-fluoro-1,3-benzothiazole CC1=NN(C(=C1C1=CC(=CC2=C1N=CS2)F)C)COCC[Si](C)(C)C